1,8-Diazabicyclo(5.4.0)-undecene N12C=CCCCC2NCCC1